2-hydroxy-2-phenylacetaldehyde OC(C=O)C1=CC=CC=C1